NC1=NC=CC=C1C1=NC=2C(=NC(=CC2)C2=CC=CC=C2)N1C1=CC=C(CN2CC3(CN(C3)C#N)C2)C=C1 6-(4-(2-(2-aminopyridin-3-yl)-5-phenyl-3H-imidazo[4,5-b]pyridin-3-yl)benzyl)-2,6-diazaspiro[3.3]heptane-2-carbonitrile